ClC1=NC=CC(=C1NC(C1=C(C=C(C(=C1)F)N1N=C2N(CCCC2)C1=O)O[C@H](C(F)(F)F)C)=O)C N-(2-chloro-4-methylpyridin-3-yl)-5-fluoro-4-(3-oxo-5,6,7,8-tetrahydro[1,2,4]triazolo[4,3-a]-pyridin-2(3H)-yl)-2-{[(2S)-1,1,1-trifluoropropan-2-yl]oxy}benzamide